CC1C(C=2CCCCC2C1)=O 2-methyl-2,3,4,5,6,7-hexahydro-1H-inden-1-one